CN(C=1C(=NC=CC1)NC1=NC(=NS1)C1=NC=CC2=C1CN(C2)C(=O)OC(C)(C)C)C tert-butyl 4-(5-((3-(dimethylamino)pyridin-2-yl)amino)-1,2,4-thiadiazol-3-yl)-1H-pyrrolo[3,4-c]pyridine-2(3H)-carboxylate